BrC1=CC(=NC=C1)C(C(=O)N)CN1CCC(CC1)O (4-bromopyridin-2-yl)-3-(4-hydroxypiperidin-1-yl)propanamide